gallium 3,5-di-tert-butylsalicylate C(C)(C)(C)C1=C(C(C(=O)[O-])=CC(=C1)C(C)(C)C)O.[Ga+3].C(C)(C)(C)C1=C(C(C(=O)[O-])=CC(=C1)C(C)(C)C)O.C(C)(C)(C)C1=C(C(C(=O)[O-])=CC(=C1)C(C)(C)C)O